tert-butyl (2-(1-(2-(4-methyl-2-oxo-1,2-dihydroquinolin-6-yl)acetyl)piperidin-4-yl)ethyl)carbamate CC1=CC(NC2=CC=C(C=C12)CC(=O)N1CCC(CC1)CCNC(OC(C)(C)C)=O)=O